C1(=CC=CC=C1)C1=NC=CC=C1.C1(=CC=CC=C1)C1=NC=CC=C1.[Ir+3] iridium(III) bis(phenyl-pyridine)